FC(CO)(F)C=1N(C2=CC=CC(=C2C1C1=C(C(=O)O)C=CC=C1)O)C1=CC=C(C=C1)F [2-(1,1-difluoro-2-hydroxy-ethyl)-1-(4-fluorophenyl)-4-hydroxy-indol-3-yl]benzoic acid